2-(aminomethyl)pyrimidine-5-carbonitrile hydrochloride Cl.NCC1=NC=C(C=N1)C#N